[3-[5-(4-bromophenyl)-1-[2-(trifluoromethyl)phenyl]pyrrol-2-yl]phenyl]-[(3R)-3-(dimethylamino)pyrrolidin-1-yl]methanone hydrochloride Cl.BrC1=CC=C(C=C1)C1=CC=C(N1C1=C(C=CC=C1)C(F)(F)F)C=1C=C(C=CC1)C(=O)N1C[C@@H](CC1)N(C)C